CC(C)OC The molecule is an ether compound having methyl and isopropyl as the two alkyl groups. It has a role as an anaesthetic.